ClC=1C(=CC=C2N=CC(=NC12)C=1C=NN(C1)CC(=O)N1CC(CC1)(F)F)OC1=CC2=C(N=C(N2COCC[Si](C)(C)C)C)C=C1 2-[4-[8-Chloro-7-[2-methyl-3-(2-trimethylsilylethoxymethyl)benzimidazol-5-yl]oxy-quinoxalin-2-yl]pyrazol-1-yl]-1-(3,3-difluoropyrrolidin-1-yl)ethanone